5-(4-chlorophenyl)-3-(2-oxo-2-(pyrrolidin-1-yl)ethyl)-3H-pyrrolo[3,2-d]pyrimidin-4(5H)-one ClC1=CC=C(C=C1)N1C=CC=2N=CN(C(C21)=O)CC(N2CCCC2)=O